C1(=CC=C(C=C1)S(=O)(=O)N)S(=O)(=O)N 1,4-benzenedisulfonamide